3,5-dichlorophenylamine ClC=1C=C(C=C(C1)Cl)N